1-(4-(6-(benzyloxy)-2-phenyl-3,4-dihydronaphthalen-1-yl)-3-fluorophenyl)-4-(dimethoxymethyl)piperidine C(C1=CC=CC=C1)OC=1C=C2CCC(=C(C2=CC1)C1=C(C=C(C=C1)N1CCC(CC1)C(OC)OC)F)C1=CC=CC=C1